ClC=1C=C(C=C(C1OC1=CN(C(C=C1)=O)C1=CC(=CC=C1)C1CC1)Cl)N1N=C(C(NC1=O)=O)C#N 2-(3,5-Dichloro-4-((1-(3-cyclopropylphenyl)-6-oxo-1,6-dihydropyridin-3-yl)oxy)phenyl)-3,5-dioxo-2,3,4,5-tetrahydro-1,2,4-triazine-6-carbonitrile